SC(C(C(C(=O)O)(S)S)(S)S)C pentamercaptovaleric acid